ClC1=C(COC=2C=NC=C(C2)C2=NN(C=C2)C2CCNCC2)C=CC=C1 3-((2-chlorobenzyl)oxy)-5-(1-(piperidin-4-yl)-1H-pyrazol-3-yl)pyridine